(2,5,6-trimethyl-2,3-dihydro-1H-inden-2-yl)methanol CC1(CC2=CC(=C(C=C2C1)C)C)CO